ClC1=C(C=CC(=C1)F)C1=CNC(C2=CC(=CC=C12)O[C@@H](C(=O)N1C2CN(C(C1)C2)C)C)=O 4-(2-chloro-4-fluorophenyl)-7-(((2R)-1-(5-methyl-2,5-diazabicyclo[2.2.1]heptan-2-yl)-1-oxopropan-2-yl)oxy)isoquinolin-1(2H)-one